C1=CC=CC=2C=CC3=CC=4C(=CC=5NC6=CC=CC=C6C5C4)C=C3C21 benzenonaphtho[2,3-b]carbazole